tert-butyl 4-(2,3-difluorobenzoyl)-4-hydroxypiperidine-1-carboxylate FC1=C(C(=O)C2(CCN(CC2)C(=O)OC(C)(C)C)O)C=CC=C1F